(S)-tert-Butyl 4'-((5-(1-(4-methoxyphenyl)ethylcarbamoyl)-2,3-dimethyl-1H-indol-1-yl)methyl)biphenyl-2-carboxylate COC1=CC=C(C=C1)[C@H](C)NC(=O)C=1C=C2C(=C(N(C2=CC1)CC1=CC=C(C=C1)C=1C(=CC=CC1)C(=O)OC(C)(C)C)C)C